CC=1C=NC(NC1)=O 5-methylpyrimidin-2(1H)-one